6-((7-methoxy-2H-pyrazolo[4,3-c][1,8]naphthyridin-2-yl)methyl)pyridine-3-sulfonamide COC=1C=CC=2C=3C(C=NC2N1)=CN(N3)CC3=CC=C(C=N3)S(=O)(=O)N